Methyl O-acetyl-N-(O-acetyl-N-(2-(2-((tert-butoxycarbonyl)amino)pyrimidin-5-yl)thiazole-4-carbonyl)-L-seryl)-L-serinate C(C)(=O)OC[C@H](NC([C@@H](NC(=O)C=1N=C(SC1)C=1C=NC(=NC1)NC(=O)OC(C)(C)C)COC(C)=O)=O)C(=O)OC